undecan-1,3-diene-9-ol C=CC=CCCCCC(CC)O